C1(=CC=CC=C1)C=1C=CC=C2C=CC=C(C12)B(O)O (8-Phenylnaphthalen-1-Yl)Boronic Acid